CC(=CCC1=C(C=C(C2=C1OCOC2=O)CCCCC)OCOC)CCC=C(C)C 8-(3,7-dimethylocta-2,6-dien-1-yl)-7-(methoxymethoxy)-5-pentyl-4H-benzo[d][1,3]dioxin-4-one